2-hydroxy-4,6,7-trimethyl-Oxy-3-methylanthraquinone OC1=CC=2C(C3=CC(=C(C=C3C(C2C(=C1C)OC)=O)OC)OC)=O